4-(3,3-difluoropropyl)-9-fluoro-1-thioxo-2,4-dihydro-[1,2,4]triazolo[4,3-a]quinazolin-5(1H)-one FC(CCN1C=2N(C3=C(C=CC=C3C1=O)F)C(NN2)=S)F